decenethiol C(=CCCCCCCCC)S